N-(5-Chloro-1-((3S,4S)-3-fluoro-1-(oxetan-3-yl)piperidin-4-yl)-1H-pyrazol-4-yl)-4-morpholino-3-(trifluoromethyl)-1H-pyrrolo[2,3-b]pyridin-6-amin ClC1=C(C=NN1[C@@H]1[C@H](CN(CC1)C1COC1)F)NC1=CC(=C2C(=N1)NC=C2C(F)(F)F)N2CCOCC2